bis(4-isocyanato-3-methylcyclohexyl)methane N(=C=O)C1C(CC(CC1)CC1CC(C(CC1)N=C=O)C)C